N1(N=CN=C1)C1=CC=C(CN2CCC(CC2)C=2C=C3CN(C(C3=CC2)=O)C2C(NC(CC2)=O)=O)C=C1 3-(5-(1-(4-(1H-1,2,4-triazol-1-yl)benzyl)piperidin-4-yl)-1-oxoisoindolin-2-yl)piperidine-2,6-dione